FC1=C2C=CC=NC2=CC(=C1C(C)N1C=NC=2C1=NC(=CN2)C2=CC=NC=C2)F 5,7-difluoro-6-(1-(6-(pyridin-4-yl)-1H-imidazo[4,5-b]pyrazin-1-yl)ethyl)quinoline